ClC1=CC(=C2C(=CNC2=C1)C=O)O 6-CHLORO-4-HYDROXYINDOLE-3-CARBOXALDEHYDE